O(C1=CC=CC=C1)C=1C=C(C=C(C1)CNCCCNCCCNC(OC(C)(C)C)=O)CNCCCNCCCNC(OC(C)(C)C)=O Di-tert-butyl ((((((5-phenoxy-1,3-phenylene)bis(methylene))-bis(azanediyl))bis(propane-3,1-diyl))bis(azanediyl)) bis(propane-3,1-diyl))dicarbamate